CC(CCCN(C)C)NC.[N] nitrogen 1,N1,N4,N4-Tetramethylbutane-1,4-diamine